FC=1C=C(C=CC1)CCC(=O)NN1C(=NC2=CC=CC=C2C1=O)N(C)CCOC 3-(3-Fluoro-phenyl)-N-{2-[(2-methoxy-ethyl)-methyl-amino]-4-oxo-4H-quinazolin-3-yl}-propionamide